1,1-dimethylethyl {1-[({6-[(3,3-dimethyl-2,3-dihydro-1-benzofuran-4-yl)oxy]-3-pyridinyl}amino)carbonyl]cyclopropyl}carbamate CC1(COC2=C1C(=CC=C2)OC2=CC=C(C=N2)NC(=O)C2(CC2)NC(OC(C)(C)C)=O)C